C1=C(C=CC2=CC=CC=C12)C(=O)[O-].[Na+] sodium β-naphthalate